ClC1=C(C=CC(=C1)NC=1C(=NC(=CC1)OCC1=CC=CC=C1)OCC1=CC=CC=C1)CC(=O)OC(C)(C)C tert-butyl 2-[2-chloro-4-[(2,6-dibenzyloxy-3-pyridyl)amino]phenyl]acetate